5-amino-8-hydroxyquinoline NC1=C2C=CC=NC2=C(C=C1)O